C(C)(C)(C)OC(=O)N(C(C(=O)OC)CC12CC(C1)(C2)C=2C=CC1=C(N(C(O1)=O)C)C2)C(=O)OC(C)(C)C methyl 2-(bis(tert-butoxycarbonyl)amino)-3-(3-(3-methyl-2-oxo-2,3-dihydrobenzo[d]oxazol-5-yl)bicyclo[1.1.1]pentan-1-yl)propanoate